ClC1=CC(=C(CCl)C(=C1)C)C 4-Chloro-2,6-dimethyl-benzylchlorid